6-[3-[3-methoxy-1-(4-methyl-1,2,4-triazol-3-yl)cyclobutyl]phenyl]-2-[[(1-methylcyclobutyl)amino]methyl]-4-(trifluoromethyl)-1H-pyrrolo[2,3-c]pyridin-7-one COC1CC(C1)(C1=NN=CN1C)C=1C=C(C=CC1)N1C(C2=C(C(=C1)C(F)(F)F)C=C(N2)CNC2(CCC2)C)=O